ClC1=CC2=C(N(C(N=C2N2[C@H](CN([C@@H](C2)C)C(C=C)=O)C)=O)C=2C(=NC=CC2C)C(C)C)N=C1C1=C(C=CC(=C1)C#CC)F (M)-6-Chloro-4-[(2S,5R)-2,5-dimethyl-4-prop-2-enoyl-piperazin-1-yl]-7-(2-fluoro-5-prop-1-ynyl-phenyl)-1-(2-isopropyl-4-methyl-3-pyridyl)pyrido[2,3-d]pyrimidin-2-one